(E)-1-(4-(3,5-dimethoxystyryl)phenoxy)-3-morpholinopropan-2-ol COC=1C=C(/C=C/C2=CC=C(OCC(CN3CCOCC3)O)C=C2)C=C(C1)OC